COC(=O)C=1N(C2=CC(=CC=C2C1C)C1=CC=C(C=C1)F)C(=O)OC(C)(C)C 6-(4-fluorophenyl)-3-methyl-1H-indole-1,2-dicarboxylic acid 1-tert-butyl 2-methyl ester